3-[(1S)-3-[4-[5-[tert-butyl(dimethyl)silyl]oxy-1-tetrahydropyran-2-yl-indazol-3-yl]pyrazol-1-yl]-1-methyl-propoxy]propyl methanesulfonate CS(=O)(=O)OCCCO[C@H](CCN1N=CC(=C1)C1=NN(C2=CC=C(C=C12)O[Si](C)(C)C(C)(C)C)C1OCCCC1)C